C(C)N(C(OC(C)(C)C)=O)[C@H]1CN(CC1)C=1C=NC2=NC(=CC=C2C1)C1=CC2=CN(N=C2C=C1OCOC)C tert-butyl N-ethyl-N-[(3R)-1-{7-[6-(methoxymethoxy)-2-methylindazol-5-yl]-1,8-naphthyridin-3-yl}pyrrolidin-3-yl]carbamate